OC1CCC(CC1)N1N=C2C=C(C(=CC2=C1)C(=O)NC1=CN=C2N1N=CC=C2)OC 2-(4-hydroxycyclohexyl)-N-(imidazo[1,2-b]pyridazin-3-yl)-6-methoxy-2H-indazole-5-carboxamide